C1(CC1)NC(C1=C(N=CC(=C1)C1=C(C=CC(=C1)C(NC1CC1)=O)C)NC(CO)(C)C)=O N-cyclopropyl-5-(5-(cyclopropylcarbamoyl)-2-methylphenyl)-2-((1-hydroxy-2-methylpropan-2-yl)amino)nicotinamide